N-(2-chloro-4-nitrophenyl)-5-pentylpicolinamide ClC1=C(C=CC(=C1)[N+](=O)[O-])NC(C1=NC=C(C=C1)CCCCC)=O